NC=1N=NC(=CC1C1=NC=CC(=C1)N1C(CN(CC1)C1CCC(CC1)C1=CC=CC=2N(CCOC21)[C@H]2C(NC(CC2)=O)=O)=O)C2=C(C(=CC=C2)F)O (3R)-3-[8-[4-[4-[2-[3-amino-6-(3-fluoro-2-hydroxy-phenyl)pyridazin-4-yl]-4-pyridyl]-3-oxo-piperazin-1-yl]cyclohexyl]-2,3-dihydro-1,4-benzoxazin-4-yl]piperidine-2,6-dione